(5-((2-(2,5-dioxo-2,5-dihydro-1H-pyrrol-1-yl)ethyl)(methyl)amino)pentyl)cyclobutane-1,1-dicarboxamide O=C1N(C(C=C1)=O)CCN(CCCCCC1C(CC1)(C(=O)N)C(=O)N)C